7-(4-(9-methoxy-3,4-dihydrobenzo[4,5]imidazo[1,2-a]pyrazin-2(1H)-yl)butoxy)-3,4-dihydroquinolin-2(1H)-one COC1=CC=CC2=C1N=C1N2CCN(C1)CCCCOC1=CC=C2CCC(NC2=C1)=O